[Li+].NC1=NC=CC2=CC(=CC=C12)CNC1=NC=C(C(=O)[O-])C=C1 6-(((1-aminoisoquinolin-6-yl)methyl)amino)nicotinic acid lithium salt